(3-cyano-7,7-dimethyl-5,8-dihydropyrano[4,3-b]pyridin-2-yl) trifluoromethanesulfonate FC(S(=O)(=O)OC1=C(C=C2C(=N1)CC(OC2)(C)C)C#N)(F)F